2-(4-bromo-3,5-difluorophenyl)-5-chloro-N4-(2-(isopropylsulfonyl)phenyl)pyrimidine-2,4-diamine BrC1=C(C=C(C=C1F)C1(NC=C(C(=N1)NC1=C(C=CC=C1)S(=O)(=O)C(C)C)Cl)N)F